O[C@@H]1C[C@H](N(C1)C(=O)C(C(C)C)C1=CC(=NO1)OC1N(CC1)C(=O)[O-])C(N[C@@H](C)C1=CC=C(C=C1)C1=C(N=CS1)C)=O [5-[1-[(2S,4R)-4-hydroxy-2-[[(1S)-1-[4-(4-methylthiazol-5-yl)phenyl]ethyl]carbamoyl]pyrrolidine-1-carbonyl]-2-methyl-propyl]isoxazol-3-yl]oxyazetidine-1-carboxylate